ClC1=CC=C(C=N1)N1CC=CC2=CC=CN=C12 1-(6-chloropyridin-3-yl)-1,8-naphthyridin